(R)-1-(3-Benzyl-4-(3-(2,4-difluoro-3-hydroxy-5-(trifluoromethyl)phenyl)-1-methyl-1H-pyrazolo[3,4-d]pyrimidin-6-yl)piperazin-1-yl)-3-(methylamino)propan-1-one C(C1=CC=CC=C1)[C@@H]1CN(CCN1C1=NC=C2C(=N1)N(N=C2C2=C(C(=C(C(=C2)C(F)(F)F)F)O)F)C)C(CCNC)=O